N1N=C(C=C1)CN1CC2(CN(C2)C(=O)N2CC3(C2)CC(C3)N3N=C(N=C3)C(F)(F)F)C1 [6-(1H-pyrazol-3-ylmethyl)-2,6-diazaspiro[3.3]heptan-2-yl]-[6-[3-(trifluoromethyl)-1,2,4-triazol-1-yl]-2-azaspiro[3.3]heptan-2-yl]methanone